CN([C@@H]1CN(CC1)C=1N=C(C2=C(N1)CN(CC2)C2=CC=CC1=CC=CC=C21)C2N(CCNC2)C(=O)[O-])C 2-((S)-3-(dimethylamino)pyrrolidin-1-yl-7-(naphthalen-1-yl)-5,6,7,8-tetrahydropyrido[3,4-d]pyrimidin-4-yl)piperazine-1-carboxylate